tert-Butyl N-[2-[[2-(1-adamantyl)acetyl]amino]-5-nitro-4-pyridyl]carbamate C12(CC3CC(CC(C1)C3)C2)CC(=O)NC2=NC=C(C(=C2)NC(OC(C)(C)C)=O)[N+](=O)[O-]